Cl[C@@H]1CS(C[C@H]1O)(=O)=O (3S,4R)-3-chloro-4-hydroxytetrahydrothiophene 1,1-dioxide